N-(2,3-dihydro-4H-benzo[b][1,4]oxazin-4-yl)-6-fluoro-3-isopropyl-7-(2,3,5-trifluorophenyl)-thieno[3,2-b]pyridine-2-carboxamide O1C2=C(N(CC1)NC(=O)C1=C(C3=NC=C(C(=C3S1)C1=C(C(=CC(=C1)F)F)F)F)C(C)C)C=CC=C2